ClC=1C(=NC=CC1C=1C(=C(C=CC1)C1=CC(=C(C=C1)C=O)OC)Cl)C=1C=NC(=C(C1)OC)C=O 3-chloro-4-(2-chloro-4'-formyl-3'-methoxy-[1,1'-biphenyl]-3-yl)-5'-methoxy-[2,3'-bipyridine]-6'-carbaldehyde